peroxy-acetic acid C(C)(=O)OO